CC1(NC(C=C1)(C)C)C 2,2,5,5-tetramethylpyrrol